C(=C)[Si](OC)(OC)OC vinyl-(trimethoxy)silane